tert-butyl N-[(2R)-2-(2,4-dichloro-6-[2-(1H-indol-3-yl)ethylamino]pyrimidin-5-yl)oxypropyl]carbamate ClC1=NC(=C(C(=N1)Cl)O[C@@H](CNC(OC(C)(C)C)=O)C)NCCC1=CNC2=CC=CC=C12